methyl 1-(1-(2-cyclopropylpyrimidin-5-yl) ethyl)-4-(propan-1-yn-1-yl)-1H-indazole-7-carboxylate C1(CC1)C1=NC=C(C=N1)C(C)N1N=CC2=C(C=CC(=C12)C(=O)OC)C#CC